OCC1CCC(N(C1)C)=O 5-(hydroxymethyl)-1-methyl-piperidin-2-one